3-formyl-2-azabicyclo[3.1.1]heptane-2-carboxylic acid tert-butyl ester C(C)(C)(C)OC(=O)N1C2CC(CC1C=O)C2